FC([C@H](C1=CC=C(C=C1)NC=1C(=C2C(=NC1)SC(=N2)C)[C@H](C(F)(F)F)OC)N(C(=O)C2CCS(CC2)(=O)=O)C)F N-{(1S)-2,2-difluoro-1-[4-({2-methyl-7-[(1R)-2,2,2-trifluoro-1-methoxyethyl][1,3]thiazolo[5,4-b]pyridin-6-yl}amino)phenyl]ethyl}-N-methyl-1,1-dioxo-1λ6-thiane-4-carboxamide